N[C@H]1[C@@H]2N(C[C@H]1CC2)C(=O)C2=CC1=C(N(C(=N1)C=1N3C(CNC4=CC=CC(C1)=C34)C3CC3)C)C(=C2)F [(1R,4R,7R)-7-amino-2-azabicyclo[2.2.1]heptan-2-yl]-[2-(11-cyclopropyl-1,9-diazatricyclo[6.3.1.04,12]dodeca-2,4(12),5,7-tetraen-2-yl)-7-fluoro-1-methyl-benzimidazol-5-yl]methanone